[Cl-].C(=C)C1=CC=C(C[N+](CCCO[Si](C)(C)C)(C)C)C=C1 4-vinylbenzyldimethyl-(3-trimethylsiloxypropyl)ammonium chloride